N-((1R,2R,4S)-7-cyano-7-azabicyclo[2.2.1]heptan-2-yl)-1-(6-cyclopropyl-2-pyridinyl)-6-fluoro-1H-indazole-5-carboxamide C(#N)N1[C@H]2[C@@H](C[C@@H]1CC2)NC(=O)C=2C=C1C=NN(C1=CC2F)C2=NC(=CC=C2)C2CC2